1,4-Butanediol Bisthiopropionate C(CC)(=S)OCCCCO